2-acetyl-butylamine C(C)(=O)C(CN)CC